(S)-2-amino-3-(tetrahydro-2H-pyran-4-yl)propionic acid hydrochloride Cl.N[C@H](C(=O)O)CC1CCOCC1